1,2,4-triazinecarbonitrile C1=CN=NC(=N1)C#N